C(C1=CC=CC=C1)N1C(=NC=C1)C1=CC=CC=C1 1-benzyl-2-phenyl-imidazole